CN1CC(C1)(C)[C@@](C=1C=C(C=NC1)C1=NOC(=N1)C12CC(C1)(C2)NC(C)=O)(C2=CC=C(C=C2)C(C)C)O N-[3-(3-{5-[(R)-(1,3-dimethyl-azetidin-3-yl)-hydroxy-(4-isopropyl-phenyl)-methyl]-pyridin-3-yl}-[1,2,4]oxadiazol-5-yl)-bicyclo[1.1.1]pent-1-yl]-acetamide